FC=1C(=C(C=CC1)C(=O)N1[C@H]2C(CC(C1)CC2)NC2=NC=C(N=C2)C(F)(F)F)C2=NC=CC=N2 |r| (R/S)-(3-fluoro-2-(pyrimidin-2-yl)phenyl)(6-((5-(trifluoromethyl)pyrazin-2-yl)amino)-2-azabicyclo[2.2.2]octan-2-yl)methanone